4-((2R,4r,6S)-2-cyano-7-((5-methoxy-7-methyl-1H-indol-4-yl)methyl)-7-azaspiro[3.5]nonan-6-yl)-N-(2-methyl-1-(pyrrolidin-1-yl)propan-2-yl)benzamide C(#N)C1CC2(C1)C[C@H](N(CC2)CC2=C1C=CNC1=C(C=C2OC)C)C2=CC=C(C(=O)NC(CN1CCCC1)(C)C)C=C2